C(C1=CC=C(C(=O)O)C=C1)(=O)O.C1CO1 ethylene oxide terephthalate